ClCCC(=C(C1=CC=C(C=C1)O)C1=CC=C(C=C1)N1CCC(CC1)CN1C(C(N(C(C1([2H])[2H])([2H])[2H])C1=CC(=C2C(N(C(C2=C1)=O)C1C(NC(CC1)=O)=O)=O)F)([2H])[2H])([2H])[2H])C1=CC=C(C=C1)O 6-(4-((1-(4-(4-chloro-1,2-bis(4-hydroxyphenyl)but-1-en-1-yl)phenyl)piperidin-4-yl)methyl)piperazin-1-yl-2,2,3,3,5,5,6,6-d8)-2-(2,6-dioxopiperidin-3-yl)-4-fluoroisoindoline-1,3-dione